(1R,2S)-1-(5-chloropyrimidin-2-yl)-N-(5-((1R,3S)-2,2-difluoro-3-methylcyclopropyl)-4-(4,6-dimethoxypyrimidin-5-yl)-4H-1,2,4-triazol-3-yl)-1-methoxypropane-2-sulfonamide ClC=1C=NC(=NC1)[C@H]([C@H](C)S(=O)(=O)NC1=NN=C(N1C=1C(=NC=NC1OC)OC)[C@@H]1C([C@H]1C)(F)F)OC